C(C)(=O)OOC(CC(C)C)CC=C allyl(3-methylbutoxy) acetate